4-((2-(4-methylpiperazin-1-yl)ethyl)sulfonyl)piperidine CN1CCN(CC1)CCS(=O)(=O)C1CCNCC1